C(C)OC(=O)C=1N=NN(C1OC1=CC=C(C=C1)N1N=CC=C1)CC1=CC=C(C=C1)OC 5-(4-(1H-pyrazol-1-yl)phenoxy)-1-(4-methoxybenzyl)-1H-1,2,3-triazole-4-carboxylic acid ethyl ester